N1=CC=C(C=C1)N1CCN(CC1)CC=1N=C2N(C=CC=C2)C1 2-[[4-(4-pyridinyl)piperazin-1-yl]methyl]imidazo[1,2-a]pyridine